C(C)(=O)O[C@H]1[C@@H](O[C@H]2[C@H]1OP(OC2)(=O)OCC2=C(C(=O)OCC)C=CC=C2)N2C(N=C(C=C2)N)=O Ethyl 2-((((4aR,6R,7R,7aR)-7-acetyloxy-6-(4-(amino)-2-oxopyrimidin-1(2H)-yl)-2-oxidotetrahydro-4H-furo[3,2-d][1,3,2]dioxaphosphinin-2-yl)oxy)methyl)benzoate